tert-butyl 4-{[(2S,4S)-4-(ethanesulfonyl)-2-[4-(methoxycarbonyl) phenyl] piperidin-1-yl] methyl}-5-methoxy-7-methyl-1H-indole-1-carboxylate C(C)S(=O)(=O)[C@@H]1C[C@H](N(CC1)CC1=C2C=CN(C2=C(C=C1OC)C)C(=O)OC(C)(C)C)C1=CC=C(C=C1)C(=O)OC